C[C@H]1[C@H](N(C2CC1C2)C(=O)C2=NC(=CC=C2N2N=CC=N2)C)CNC2=NC=C(C=C2)C(F)(F)F N-{[(3S,4R)-4-Methyl-2-[6-methyl-3-(2H-1,2,3-triazol-2-yl)pyridin-2-carbonyl]-2-azabicyclo[3.1.1]heptan-3-yl]methyl}-5-(trifluoromethyl)pyridin-2-amin